BrC1=CN(C=2N=CN(C(C21)=O)CC(=O)N2CC2(C)F)C2CC2 5-bromo-7-cyclopropyl-3-(2-(3-fluoro-3-methylaziridin-1-yl)-2-oxoethyl)-3,7-dihydro-4H-pyrrolo[2,3-d]pyrimidin-4-one